methyl 3-(4-chloro-2-{1-[(9R,13S)-3,9-dimethyl-8-oxo-3,4,7,15-tetraazatricyclo[12.3.1.02,6]octadeca-1(18),2(6),4,14,16-pentaen-13-yl]-6-oxo-1,6-dihydropyrimidin-4-yl}phenyl)benzoate ClC1=CC(=C(C=C1)C=1C=C(C(=O)OC)C=CC1)C=1N=CN(C(C1)=O)[C@H]1CCC[C@H](C(NC=2C=NN(C2C=2C=CN=C1C2)C)=O)C